F[B-](F)(F)F.ClC=1C=CC(=C(C1)[N+]#N)C.C1(=CC=C(C=C1)C(=O)N)C1=CC=CC=C1 (biphenyl-4-formamide) 5-chloro-2-methylbenzenediazonium salt tetrafluoroborate